CC(C(=O)OCCN1C(N(C(N(C1=O)CCOC(C(=C)C)=O)=O)CCOC(C(=C)C)=O)=O)=C (2,4,6-Trioxo-1,3,5-triazinane-1,3,5-triyl)triethane-2,1-diyl tris(2-methylprop-2-enoate)